N-benzyl-2-methyl-1,5-pentanedi-amine C(C1=CC=CC=C1)NCC(CCCN)C